Cl.Cl.Cl.N1=CN=CC(=C1)C=1C=C(C=CC1)NC(=O)C1CNCC1 N-[3-(pyrimidin-5-yl)phenyl]pyrrolidine-3-carboxamide trihydrochloride